C1([C@@H](O)[C@H](O)CO1)=O (D)-Threono-1,4-Lacton